aminomethylthiobutyramide NCC(C(=S)N)CC